(R)-6-(2-amino-3-fluoropropyl)-2-chloro-N-(furan-2-ylmethyl)-7-(prop-1-yn-1-yl)pyrrolo[2,1-f][1,2,4]triazin-4-amine N[C@H](CC=1C=C2C(=NC(=NN2C1C#CC)Cl)NCC=1OC=CC1)CF